1-(3-(dimethylamino)-propyl)-3-ethylcarbodiimide hydrochloride Cl.CN(CCCN=C=NCC)C